1-Undecyl-2-ethylpyrrolium chlorid [Cl-].C(CCCCCCCCCC)[NH+]1C(=CC=C1)CC